O=C1N(CCN1)[C@H]1CN(CCC1)C(=O)OC(C)(C)C tert-butyl (3R)-3-(2-oxoimidazolidin-1-yl)piperidine-1-carboxylate